C(CCCCCCCCCCC)N(CCN(CCO)CCCCCCCCC)CCCCCCCCCCCC 2-((2-(Didodecylamino)ethyl)(nonyl)amino)ethan-1-ol